ClC=1C=C2C=NC(=NC2=CC1)NC=1C=NN(C1C)C([2H])([2H])[2H] 6-chloro-2-((5-methyl-1-(methyl-d3)-1H-pyrazol-4-yl)amino)quinazolin